OCCS(=O)(=O)NC=1C(=C(C(=O)N)C=CC1)N1CCC2(CC2)CC1 ((2-hydroxyethyl)sulfonylamino)-2-(6-azaspiro[2.5]oct-6-yl)benzamide